1,1-diethoxy-2-thia-1-sila-cyclopentane C(C)O[Si]1(SCCC1)OCC